(2R,3R)-3-[(R)-1-tert-butyldimethyl-oxo-ethyl]-1-(4-methoxyphenyl)-4-acetoxy-2-azetidinone C(C)(C)(C)[C@](C(=O)C)([C@H]1C(N(C1OC(C)=O)C1=CC=C(C=C1)OC)=O)C